BrC=1C=CC(=C(C1)C1=CC(=CC=C1)OC)S(=O)(=O)N1CCC(CC1)(C(=O)NC\C=C\S(=O)(=O)C)F (E)-1-((5-bromo-3'-methoxy-[1,1'-biphenyl]-2-yl)sulfonyl)-4-fluoro-N-(3-(methylsulfonyl)allyl)piperidine-4-carboxamide